tert-butyl ((E)-4-((S)-2-cyano-4-(2-(1-ethyl-3-(trifluoromethyl)-1H-pyrazol-4-yl)phenyl)-4,7-dihydrothieno[2,3-c]pyridin-6(5H)-yl)-4-oxobut-2-en-1-yl)prolinate C(#N)C1=CC2=C(CN(C[C@H]2C2=C(C=CC=C2)C=2C(=NN(C2)CC)C(F)(F)F)C(/C=C/CN2[C@@H](CCC2)C(=O)OC(C)(C)C)=O)S1